(hydroxymethyl)-5,5,8a-trimethyloctahydronaphthalen-2(1H)-one OCC1C(CCC2C(CCCC12C)(C)C)=O